(1R,3S,5S)-5-((Allyloxy)methyl)-N-(6-bromo-3-vinylpyridin-2-yl)-2-azabicyclo[3.1.0]hexane-3-carboxamide TFA salt OC(=O)C(F)(F)F.C(C=C)OC[C@]12C[C@H](N[C@@H]2C1)C(=O)NC1=NC(=CC=C1C=C)Br